5-Bromo-1-methyl-indazole-3-carbaldehyde BrC=1C=C2C(=NN(C2=CC1)C)C=O